4-bromo-6-(difluoromethoxy)-N1-methylbenzene-1,2-diamine BrC=1C=C(C(=C(C1)OC(F)F)NC)N